4-[4-(hydroxymethyl)piperidin-1-yl]benzoic acid OCC1CCN(CC1)C1=CC=C(C(=O)O)C=C1